ClC1=CC=C2C(=CNC2=C1)\C=C/1\C(N(C(N1)=O)C(CO)C1=CC(=C(C=C1)F)F)=O (5Z)-5-[(6-chloro-1H-indol-3-yl)methylene]-3-[1-(3,4-difluorophenyl)-2-hydroxyethyl]imidazolidine-2,4-dione